ClC=1C(=NN(N1)C1=CC=CC=C1)C1=C(C(=CC(=C1)C)C(C)(C)C)O 2-(5-chloro-2-phenyl-triazolyl)-6-tert-butyl-4-methylphenol